6-(2-(3,4-Dihydroisoquinolin-2(1H)-yl)ethyl)-2-(1,3-Dioxolan-2-yl)pyridin-3-ol potassium [K].C1N(CCC2=CC=CC=C12)CCC1=CC=C(C(=N1)C1OCCO1)O